C1(CC1)NC1=NC=2N(C(C=NC2C=N1)=O)C1=CC=C(C=C1)OC(F)F 2-(cyclopropylamino)-8-(4-(difluoromethoxy)phenyl)pteridin-7(8H)-one